C(C)(C)(C)OC(NNC(=O)C=1C(=NC=CC1)F)=O N-[(2-fluoropyridine-3-carbonyl)amino]carbamic acid tert-butyl ester